dimethyl 5-acetamido-7,8-dimethoxyquinoline-2,4-dicarboxylate C(C)(=O)NC1=C2C(=CC(=NC2=C(C(=C1)OC)OC)C(=O)OC)C(=O)OC